water sodium lauryl-sulfate C(CCCCCCCCCCC)OS(=O)(=O)[O-].[Na+].O